Cl.FC(COC1CNC1)(F)F 3-(2,2,2-trifluoroethoxy)-azetidine hydrochloride